(S)-tert-butyl 4-(6-fluoro-7-(1H-indazol-7-yl)-1-(4-(3-iodopropyl)-2-isopropylpyridin-3-yl)-2-oxo-1,2-dihydropyrido[2,3-d]pyrimidin-4-yl)-3-methylpiperazine-1-carboxylate FC1=CC2=C(N(C(N=C2N2[C@H](CN(CC2)C(=O)OC(C)(C)C)C)=O)C=2C(=NC=CC2CCCI)C(C)C)N=C1C=1C=CC=C2C=NNC12